(6α,7α)-6,7-epoxy-3-oxo-4-cholanen O=C1C=C2[C@@H]3[C@H]([C@H]4[C@@H]5CC[C@H]([C@@H](CCC)C)[C@]5(CC[C@@H]4[C@]2(CC1)C)C)O3